C(C)(C)(C)OC(=O)N1CC2=C(CC1)N=C(S2)C(=O)O 5-(tert-butoxycarbonyl)-4,5,6,7-tetrahydro[1,3]Thiazolo[5,4-c]Pyridine-2-carboxylic acid